N,N-dimethyl-decaneamide CN(C(CCCCCCCCC)=O)C